CC1=NOC(=C1C1=CC(=CC(=C1)OC1=C(C=C(C=C1)[N+](=O)[O-])C)C)C 3,5-Dimethyl-4-(3-methyl-5-(2-methyl-4-nitrophenoxy)phenyl)isoxazole